(S)-2-((6-(4-chlorophenyl)-2-(pyridin-3-yl)pyrimidin-4-yl)amino)-3-methylbutan-1-ol ClC1=CC=C(C=C1)C1=CC(=NC(=N1)C=1C=NC=CC1)N[C@H](CO)C(C)C